ClC1=C(C=C(C(=O)N2CC=3N=C(N(C(C3C[C@H]2C)=O)C2=NN(C(=C2)C(=O)OC)C(C)C)NC(C)C)C=C1)C(F)(F)F (R)-Methyl 3-(7-(4-chloro-3-(trifluoromethyl) benzoyl)-2-(isopropylamino)-6-methyl-4-oxo-5,6,7,8-tetrahydropyrido[3,4-d]pyrimidin-3(4H)-yl)-1-isopropyl-1H-pyrazole-5-carboxylate